4'-(3,6-bis(4-methoxybenzyl)-7-oxo-6,7-dihydro-3H-[1,2,3]triazolo[4,5-d]pyrimidin-5-yl)-3'-hydroxy-[1,1'-biphenyl]-4-carboxylic acid ethyl ester C(C)OC(=O)C1=CC=C(C=C1)C1=CC(=C(C=C1)C=1N(C(C2=C(N1)N(N=N2)CC2=CC=C(C=C2)OC)=O)CC2=CC=C(C=C2)OC)O